C(CCCCCCC)(=O)O.C(CCCCCCC)N(CCCCCCCC)CCCCCCCC trioctylamine caprylate